4-(dimethoxymethyl)-2-ethoxythiophene COC(C=1C=C(SC1)OCC)OC